(E)-ethyl N-(4-cyclohexyl-3-iodobenzyl)oxyacetimidate C1(CCCCC1)C1=C(C=C(CO/N=C(\C)/OCC)C=C1)I